N[C@@H]1CN(CC1)CC1=CC=C(C=C1)N1C(=NC=2C1=NC(=CC2)C2=CC=CC=C2)C=2C(=NC=CC2)N (S)-3-(3-(4-((3-Aminopyrrolidin-1-yl)methyl)phenyl)-5-phenyl-3H-imidazo[4,5-b]pyridin-2-yl)pyridin-2-amine